(R)-3-hydroxy-1-methyl-3-(5-(6-(2-((1-methyl-1H-pyrazol-3-yl)amino)pyrimidin-4-yl)pyridin-2-yl)-1H-pyrazol-3-yl)pyrrolidin-2-one O[C@@]1(C(N(CC1)C)=O)C1=NNC(=C1)C1=NC(=CC=C1)C1=NC(=NC=C1)NC1=NN(C=C1)C